2,6-dimethylenehexahydro-1H-pyrrolizine C=C1CC2CC(CN2C1)=C